(3S,4S)-1-(4-(2-((S)-2-decanamido-3-(hexylamino)-3-oxopropyl)oxazol-5-yl)benzoyl)-N3,N4-bis((1S,2R)-2-phenylcyclopropyl)pyrrolidine-3,4-dicarboxamide C(CCCCCCCCC)(=O)N[C@@H](CC=1OC(=CN1)C1=CC=C(C(=O)N2C[C@H]([C@@H](C2)C(=O)N[C@@H]2[C@H](C2)C2=CC=CC=C2)C(=O)N[C@@H]2[C@H](C2)C2=CC=CC=C2)C=C1)C(=O)NCCCCCC